2-(1-Cyclopropyl-2-hydroxy-2-methylpropyl)-7-(((6-methyl-[1,3]dioxolo[4,5-b]pyridin-7-yl)amino)methyl)isoindolin-1-one C1(CC1)C(C(C)(C)O)N1C(C2=C(C=CC=C2C1)CNC1=C2C(=NC=C1C)OCO2)=O